CC1=C2C=NNC2=CC=C1NC1=NC(=NC=C1)C1=CC=C2C=C(NC2=C1)C(=O)NC1=CN=NC=C1 6-(4-((4-methyl-1H-indazol-5-yl)amino)-pyrimidin-2-yl)-N-(pyridazin-4-yl)-1H-indole-2-carboxamide